C1(=CC=CC=C1)CCN1CCC(CC1)N(C(=O)C1CC1)C1=CC=CC=C1 N-[1-(2-Phenylethyl)piperidin-4-yl]-N-phenylcyclopropane-carboxamide